1-methyl-4-(prop-1-en-2-yl)-7-oxabicyclo[4.1.0]heptan-2-ol CC12C(CC(CC2O1)C(=C)C)O